CC1(COC1)C(=O)NNC(\C=C/N1N=C(N=C1)C1=CC(=CC(=C1)C(F)(F)F)S(F)(F)(F)(F)F)=O (Z)-3-methyl-N'-(3-(3-(3-(pentafluorosulfanyl)-5-(trifluoromethyl)phenyl)-1H-1,2,4-triazol-1-yl)acryloyl)oxetane-3-carbohydrazide